N,6-dimethylpicolinamide CNC(C1=NC(=CC=C1)C)=O